OC1=C(C=C(C=C1)CC)C(=O)C1=CC=CC=C1 (2-hydroxy-5-ethyl-phenyl)(phenyl)-methanone